OC=1C=C2C(=NC1)C=1C=CC(=CC1OC2=O)O 3,8-dihydroxy-5H-chromeno[4,3-b]pyridin-5-one